2-(7-(benzyloxy)-1H-indol-2-yl)-3-(2-((tert-butyldiphenylsilyl)oxy)ethyl)-4-methoxybenzofuran-6-carboxylic acid ethyl ester C(C)OC(=O)C1=CC2=C(C(=C(O2)C=2NC3=C(C=CC=C3C2)OCC2=CC=CC=C2)CCO[Si](C2=CC=CC=C2)(C2=CC=CC=C2)C(C)(C)C)C(=C1)OC